(6-(methyl(7H-pyrrolo[2,3-d]pyrimidin-4-yl)amino)-2-azaspiro[3.3]heptan-2-yl)(4-(prop-1-yn-1-yl)phenyl)methanone CN(C1CC2(CN(C2)C(=O)C2=CC=C(C=C2)C#CC)C1)C=1C2=C(N=CN1)NC=C2